2-oxo-8-azabicyclo[3.2.1]octane-3,8-dicarboxylic acid 8-tert-butyl ester C(C)(C)(C)OC(=O)N1C2C(C(CC1CC2)C(=O)O)=O